ClC1=CC=C(S1)CNC1=CC(=NN1C(=O)C=1N=CSC1)C1CC2CCC(C1)N2S(=O)(=O)C N-[(5-chlorothiophen-2-yl)methyl]-3-{8-methanesulfonyl-8-azabicyclo[3.2.1]octan-3-yl}-1-(1,3-thiazole-4-carbonyl)-1H-pyrazol-5-amine